Bis(di-tert-butyl-(4-dimethylaminophenyl)-phosphino)-palladium (II) chloride C(C)(C)(C)P(C1=CC=C(C=C1)N(C)C)(C(C)(C)C)[Pd-](P(C(C)(C)C)(C(C)(C)C)C1=CC=C(C=C1)N(C)C)Cl